4-((3-hydroxypyrrolidin-1-yl)methyl)benzene OC1CN(CC1)CC1=CC=CC=C1